C(CC)N(CC(=O)[O-])CCC.[K+] potassium N,N-dipropylglycinate